O=C1NC(CCC1N1C(C2=CC=C(C=C2C1=O)N1CCC(CC1)C(=O)OC(C)(C)C)=O)=O tert-butyl 1-(2-(2,6-dioxopiperidin-3-yl)-1,3-dioxoisoindolin-5-yl)piperidine-4-carboxylate